tert-butyl 3-[4-(7-fluoro-1H-indazol-4-yl)-3-[(2-methylpropan-2-yl)oxycarbonylamino]-2-oxo-1H-1,7-phenanthrolin-6-yl]pyrrolidine-1-carboxylate FC=1C=CC(=C2C=NNC12)C1=C(C(NC2=C3C=CC=NC3=C(C=C12)C1CN(CC1)C(=O)OC(C)(C)C)=O)NC(=O)OC(C)(C)C